BrC1=CC=C2N=CC(=NC2=C1)C=1C=NN(C1)C1OCCCC1 7-bromo-2-(1-(tetrahydro-2H-pyran-2-yl)-1H-pyrazol-4-yl)quinoxaline